7-(piperidin-4-yloxy)-3,4-dihydronaphthalen-1(2H)-one N1CCC(CC1)OC1=CC=C2CCCC(C2=C1)=O